1-(7Z,10Z,13Z,16Z-docosatetraenoyl)-2-tridecanoyl-glycero-3-phospho-(1'-sn-glycerol) CCCCCCCCCCCCC(=O)O[C@H](COC(=O)CCCCC/C=C\C/C=C\C/C=C\C/C=C\CCCCC)COP(=O)(O)OC[C@H](CO)O